C(C1=CC=CC=C1)O[C@H]([C@@H](OCCOCCN1N=CC(=C1)Br)C)C 1-[2-[2-[(1S,2S)-2-benzyloxy-1-methyl-propoxy]ethoxy]ethyl]-4-bromo-pyrazole